C(C)(C)(C)OC(=O)N1[C@@H](COCC1)C=1C=C(C=C2CCN(CC12)C(=O)N1C(COCC1)(C)C)C=1C=C2C(=NC1)NC=C2Cl (R)-3-(6-(3-chloro-1H-pyrrolo[2,3-b]pyridin-5-yl)-2-(3,3-dimethylmorpholine-4-carbonyl)-1,2,3,4-tetrahydroisoquinolin-8-yl)morpholine-4-carboxylic acid tert-butyl ester